FC1(CC(C1)N1CC(CCC1)C1=CC=C2C=CC(=NC2=N1)C1=C(C=C(C=C1C)C)O)F 2-[7-[1-(3,3-difluorocyclobutyl)-3-piperidyl]-1,8-naphthyridin-2-yl]-3,5-dimethyl-phenol